ClC=1C=CC(=C(C(=O)N)C1)S(N[C@@H]([C@H](C)C1=C(C=CC2=CC=CC=C12)F)C=1OC(NN1)=O)(=O)=O 5-chloro-2-(N-((1S,2R)-2-(2-fluoronaphthalen-1-yl)-1-(5-oxo-4,5-dihydro-1,3,4-oxadiazol-2-yl)propyl)sulfamoyl)benzamide